OC=1C=C2C(=C(N(C2=CC1)CC1=CC=C(C=C1)CC(=O)NCC(F)(F)F)C1=CC=C(C=C1)OC)C 2-(4-((5-hydroxy-2-(4-methoxyphenyl)-3-methyl-1H-indol-1-yl)methyl)phenyl)-N-(2,2,2-trifluoroethyl)acetamide